FC1=C(C=CC=C1)N1NC(=NC1=O)C 1-(o-fluorophenyl)-3-methyl-1H-1,2,4-triazole-5-one